N1(CCCCC1)C=1C=C(C(=CC1)C(=O)C(O)C1=CC=CC=C1)C=O 4-(1-piperidyl)benzoinaldehyde